(R)-1-(4-(4-isopropyl-5-(8-methyl-[1,2,4]triazolo[1,5-a]pyridin-6-yl)-1H-pyrazol-3-yl)phenyl)ethan-1-amine C(C)(C)C=1C(=NNC1C=1C=C(C=2N(C1)N=CN2)C)C2=CC=C(C=C2)[C@@H](C)N